ClCC=1C(=NC=CC1OC)C(F)(F)F 3-(chloromethyl)-4-methoxy-2-(trifluoromethyl)pyridine